1-(4-((3aS,4S,6S,7aR)-3a,5,5-trimethylhexahydro-4,6-methanobenzo[d][1,3,2]dioxaborol-2-yl)butan-2-yl)-1H-pyrazole-3-sulfonamide C[C@]12[C@H](OB(O1)CCC(C)N1N=C(C=C1)S(=O)(=O)N)C[C@H]1C([C@@H]2C1)(C)C